CP(=O)O methyl-hypophosphorous acid